ClC=1C=C(C=C(C1OCC=O)C#N)C(C)(C)C1=CC=C(OCC2=NC(=NC=C2)NS(=O)(=O)C)C=C1 N-[4-[[4-[1-[3-chloro-5-cyano-4-(2-oxoethoxy)phenyl]-1-methyl-ethyl]phenoxy]methyl]pyrimidin-2-yl]methanesulfonamide